FC1=CN=CC=2CN(CCOC21)C(C(CC)(C)C)=O 1-(9-fluoro-3,5-dihydro-2H-pyrido[3,4-f][1,4]oxazepin-4-yl)-2,2-dimethyl-butan-1-one